C1(=CC=CC=C1)S(=O)(=O)N1C(=CC=2C=NC=CC21)CNC(CN2C(=NC=C(C2=O)NCC2=C(C=C(C=C2)OC)OC)C2=CC=CC=C2)=O N-[[1-(benzenesulfonyl)pyrrolo[3,2-c]pyridin-2-yl]methyl]-2-[5-[(2,4-dimethoxyphenyl)methylamino]-6-oxo-2-phenyl-pyrimidin-1-yl]acetamide